N-Ethyl-5-fluoro-2-((5-(2-(6-hydroxy-2,4-dimethylhex-3-yl)-2,6-diazaspiro[3.4]oct-6-yl)-1,2,4-triazin-6-yl)oxy)-N-isopropylbenzamide C(C)N(C(C1=C(C=CC(=C1)F)OC1=C(N=CN=N1)N1CC2(CN(C2)C(C(C)C)C(CCO)C)CC1)=O)C(C)C